CN(C(CNC(=O)N1CC2=CC=CC(=C2C1)F)C1=CSC=C1)C N-(2-(dimethylamino)-2-(thiophen-3-yl)ethyl)-4-fluoroisoindoline-2-carboxylic acid amide